OC(C(NC=1N=CSC1)=O)C1=CC(=C(C(=O)N[C@H](C)C2=CC(=NC3=CC=CC=C23)C=2C=NN(C2)C)C=C1)C 4-(1-hydroxy-2-oxo-2-(thiazol-4-ylamino)ethyl)-2-methyl-N-((R)-1-(2-(1-methyl-1H-pyrazol-4-yl)quinolin-4-yl)ethyl)benzamide